3-cyclopropyl-1-(6-methyl-2-((4-((methylsulfonyl)methyl)phenyl)amino)pyrido[3,4-d]pyrimidin-8-yl)azetidin-3-ol C1(CC1)C1(CN(C1)C1=NC(=CC2=C1N=C(N=C2)NC2=CC=C(C=C2)CS(=O)(=O)C)C)O